rac-6-bromo-2-((3R,5R)-1,5-dimethylpiperidin-3-yl)-2H-indazole BrC=1C=CC2=CN(N=C2C1)[C@H]1CN(C[C@@H](C1)C)C |r|